2-(dimethylamino)-N-[2-(1H-indol-3-yl)-2-oxo-1-phenyl-ethyl]-N-(3-methoxyphenyl)acetamide CN(CC(=O)N(C1=CC(=CC=C1)OC)C(C(=O)C1=CNC2=CC=CC=C12)C1=CC=CC=C1)C